ClC1=C(C=CC=C1C=1C=C2C=NNC2=CC1)C1C(NC(CC1)=O)=O 3-(2-chloro-3-(1H-indazol-5-yl)phenyl)piperidine-2,6-dione